BrC=1C=C(C=CC1)C1(CCCC1)C=1N(C(=NN1)S)C 5-[1-(3-bromophenyl)cyclopentyl]-4-methyl-4H-1,2,4-triazole-3-thiol